O=C1NC(CCC1N1C(C2=CC=C(C=C2C1=O)N1CCC(CC1)N(C1CCN(CC1)C(=O)OCC1=CC=CC=C1)C)=O)=O benzyl 4-((1-(2-(2,6-dioxopiperidin-3-yl)-1,3-dioxoisoindolin-5-yl)piperidin-4-yl)(methyl)amino)piperidine-1-carboxylate